BrC1=CC2=C(C(C=3NC4=CC(=CC=C4C3C2=O)C#N)(C)C)C=C1N1CCC(CC1)N1CCOCC1 9-bromo-6,6-dimethyl-8-(4-morpholinylpiperidin-1-yl)-11-oxo-6,11-dihydro-5H-benzo[b]carbazole-3-carbonitrile